COC1=C(C=C(C=C1)CC(F)(F)F)NC(=O)NC1CC2(CN(C2)C(=O)C2=C3N(N=C2)C=CN3C)C1 1-(2-methoxy-5-(2,2,2-trifluoroethyl)phenyl)-3-(2-(1-methyl-1H-imidazo[1,2-b]pyrazole-7-carbonyl)-2-azaspiro[3.3]heptan-6-yl)urea